2-Phenylpyridine C1(=CC=CC=C1)C1=NC=CC=C1